C(C)(C)(C)OC(=O)N[C@@H]1[C@H](CC1)C(=O)OC |r| Methyl (1S,2S)- and (1R,2R)-2-((tert-butoxycarbonyl)amino)cyclobutane-1-carboxylate